bis(1,5-cyclooctadiene) rhodium dichloride [Rh](Cl)Cl.C1=CCCC=CCC1.C1=CCCC=CCC1